FC1=C(C(=CC(=C1)F)F)I 1,3,5-trifluoro-2-iodobenzene